bisethylhexylbisoleyl-pyromellitamide C(C)NC(C1=C(C(=C(C(C(=O)N(CCCCCC)CC)=C1CCCCCCCC\C=C/CCCCCCCC)C(=O)N)CCCCCCCC\C=C/CCCCCCCC)C(=O)N)=O